FC1=CC2=C(C(=C(C=C2C=C1)OCOC)F)OCOC 2,7-difluoro-6,8-bis(methoxymethoxy)naphthalen